BrC1(C2COCCN(C12)C(=O)OCC1=CC=CC=C1)F benzyl 8-bromo-8-fluoro-5-oxa-2-azabicyclo[5.1.0]octane-2-carboxylate